C(=C)OCCCCOC methoxybutyl vinyl ether